C1(CC1)CN(CCC=1SC(=C(N1)C(F)(F)F)C(=O)NC(C)C1=CC(=CC=C1)C(F)(F)F)CCC 2-[2-[(cyclopropylmethyl)propylamino]ethyl]-4-(trifluoromethyl)-N-[1-[3-(trifluoromethyl)phenyl]ethyl]-5-thiazolecarboxamide